FC1=C(C(=CC=C1)F)C1CC(=NO1)C=1N=C(SC1)C1CCN(CC1)C(COC1=NC=C(C=N1)C(F)(F)F)=O 1-(4-(4-(5-(2,6-difluorophenyl)-4,5-dihydroisoxazol-3-yl)thiazol-2-yl)piperidin-1-yl)-2-((5-(trifluoromethyl)pyrimidin-2-yl)oxy)ethan-1-one